N=C1OC2=C(C1)C=CC=C2 iminobenzofuran